3-(1-(4-fluoro-2,6-dimethylbenzyl)-4-(2-hydroxypropan-2-yl)-1H-indol-6-yl)-1-methyl-1,6-dihydro-7H-pyrrolo[2,3-c]pyridin-7-one FC1=CC(=C(CN2C=CC3=C(C=C(C=C23)C2=CN(C=3C(NC=CC32)=O)C)C(C)(C)O)C(=C1)C)C